6-(4-((5-Cyclopropyl-3-(3,5-dichloropyridin-4-yl)isoxazol-4-yl)methoxy)bicyclo[2.2.2]octan-1-yl)-1-ethyl-1H-pyrazolo[3,4-b]pyridin C1(CC1)C1=C(C(=NO1)C1=C(C=NC=C1Cl)Cl)COC12CCC(CC1)(CC2)C2=CC=C1C(=N2)N(N=C1)CC